5-(3,5-dimethylphenyl)-2-aminobenzoxazole CC=1C=C(C=C(C1)C)C=1C=CC2=C(N=C(O2)N)C1